C(C)OCC=1N(C(=C(N1)I)C1=CC=CC2=CC=CC=C12)CC(C)(O)C 1-(2-(ethoxymethyl)-4-iodo-5-(naphthalen-1-yl)-1H-imidazol-1-yl)-2-methylpropan-2-ol